3-(5-((7-(((1s,3s)-adamantan-1-yl)amino)heptyl)thio)-4-oxo-2-(trifluoromethyl)quinazolin-3(4H)-yl)piperidine-2,6-dione C12(CC3CC(CC(C1)C3)C2)NCCCCCCCSC2=C3C(N(C(=NC3=CC=C2)C(F)(F)F)C2C(NC(CC2)=O)=O)=O